5-[(6-methoxy-1-methylindazol-7-yl)sulfamoyl]-N-(methylamino)pyridine-2-carboximidamide COC1=CC=C2C=NN(C2=C1NS(=O)(=O)C=1C=CC(=NC1)C(NNC)=N)C